3-(((2s,3s)-3-ethyl-4,4-difluoro-5-oxopyrrolidin-2-yl)methoxy)-5-methoxythieno[3,2-b]pyridine-6-carboxamide C(C)[C@H]1[C@H](NC(C1(F)F)=O)COC1=CSC=2C1=NC(=C(C2)C(=O)N)OC